(R)-N-Boc-2-(4-bromophenyl)-1-propylamine C(=O)(OC(C)(C)C)NC[C@H](C)C1=CC=C(C=C1)Br